CC([Si](OCC)(OCC)C)([Si](OCC)(OCC)C)C 1,1-dimethyl-1,1-bis(methyldiethoxysilyl)methane